C(C)(C)(C)OC(=O)N1CCC(CC1)C1=C(C(=CC=C1)C(CC(C)(O)C1=C(C=C(C=C1)C1COC1)F)=O)O 4-(3-(3-(2-Fluoro-4-(oxetan-3-yl)phenyl)-3-hydroxybutyryl)-2-hydroxyphenyl)piperidine-1-carboxylic acid tert-butyl ester